COC1=C(C=CC(=C1)OC)C=1N=C(SC1)NC(C1=C(C=CC=C1)NS(=O)(=O)C1=CC=C(C=C1)F)=O N-[4-(2,4-dimethoxyphenyl)-2-thiazolyl]-2-[[(4-fluorophenyl)sulfonyl]amino]-benzamide